Ammonium iron (iii) sulphate S(=O)(=O)([O-])[O-].[Fe+3].[NH4+].S(=O)(=O)([O-])[O-]